OC(C)C1=NC=C(C=N1)OC1=CC=C(C=C1)C(C)(C)C1=CC=C(OC[C@H]2N(CC2)C(=O)OC(C)(C)C)C=C1 tert-butyl (2S)-2-((4-(2-(4-((2-(1-hydroxyethyl)pyrimidin-5-yl)oxy)phenyl)propane-2-yl)phenoxy)methyl)azetidine-1-carboxylate